C(#N)N1[C@H]2[C@@H](C[C@@H]1CC2)NC(=O)C=2C(=C1C=CN(C1=CC2)C2=NC=CC(=N2)C)F N-((1R,2R,4S)-7-cyano-7-azabicyclo[2.2.1]heptan-2-yl)-4-fluoro-1-(4-methyl-2-pyrimidinyl)-1H-indole-5-carboxamide